ClC1=NC2=C3C(=CC=C2C(=N1)Cl)NC=C3 2,4-dichloro-7H-pyrrolo[2,3-H]quinazoline